NC1=NC(=C2C(=N1)N(N=C2)CC2=CC=C(C=C2)N)C2=CC(=NC=C2)C#N 4-(6-amino-1-(4-aminobenzyl)-1H-pyrazolo[3,4-d]pyrimidine-4-yl)picolinonitrile